C(C)(=O)O[C@H]1[C@@H](O[C@@H]([C@H]1OC(C)=O)COC(C)=O)[N+]1=CC(=CC=C1)C(=O)OC1C(CCC(C1)C)C(C)C ((2R,3R,4R,5R)-3,4-diacetoxy-5-(acetoxymethyl)tetrahydrofuran-2-yl)-3-(((2-isopropyl-5-methylcyclohexyl)oxy)carbonyl)pyridin-1-ium